N1(CCOCC1)C(=O)C=1C=NN2C1C=C(C=C2)C2=CNC1=NC(=CC=C12)NC(C1=CC=NC=C1)=O N-(3-(3-(morpholine-4-carbonyl)pyrazolo[1,5-a]pyridin-5-yl)-1H-pyrrolo[2,3-b]pyridin-6-yl)isonicotinamide